OC(=O)C(F)(F)F.FC1=CC(=C(C=C1)NC=1C(=NC=NC1)N1CC2(C1)CN(C2)CC2CCOCC2)C=2C(=NOC2C(C)C)C N-(4-fluoro-2-(5-isopropyl-3-methylisoxazol-4-yl)phenyl)-4-(6-((tetrahydro-2H-pyran-4-yl)methyl)-2,6-diazaspiro[3.3]heptan-2-yl)pyrimidin-5-amine TFA salt